ClC1=CC(=CC(=N1)N1C(C2=CC(=CC=C2C1)C1(COC1)CC1=NN=CN1C)=O)CNCC1OCCC1 2-(6-Chloro-4-((((tetrahydrofuran-2-yl)methyl)amino)methyl)pyridin-2-yl)-6-(3-((4-methyl-4H-1,2,4-triazol-3-yl)methyl)oxetan-3-yl)isoindolin-1-one